C(CCCC(=O)OCC(CCCCCCCC)CCCCCC)(=O)OCCC1CCN(CC1)CCSSCCN1CCC(CC1)CCOC(CCCC(=O)OCC(CCCCCCCC)CCCCCC)=O O1-[2-[1-[2-[2-[4-[2-[5-(2-hexyldecyloxy)-5-oxo-pentanoyl] oxyethyl]-1-piperidinyl] ethyldisulfanyl] ethyl]-4-piperidinyl] ethyl] O5-(2-hexyldecyl) glutarate